Tert-Butyl 3-formyl-2-(pent-3-yn-1-yl)-2,4,6,7-tetrahydro-5H-pyrazolo[4,3-c]pyridine-5-carboxylate C(=O)C=1N(N=C2C1CN(CC2)C(=O)OC(C)(C)C)CCC#CC